C[C@H]1[C@@H](C[C@H]([C@@H](O1)OCCCCCCCCCCCCCCC/C=C/C(=O)SCCNC(=O)CCNC(=O)[C@@H](C(C)(C)COP(=O)([O-])OP(=O)([O-])OC[C@@H]2[C@H]([C@H]([C@@H](O2)N3C=NC4=C(N=CN=C43)N)O)OP(=O)([O-])[O-])O)O)O The molecule is an acyl-CoA(4-) obtained by deprotonation of the phosphate and diphosphate groups of oscr#31-CoA; major species at pH 7.3. It is a conjugate base of an oscr#31-CoA.